ClC1=CC(=NC=N1)NC1C(NC(CC1)=O)=O 3-((6-chloropyrimidin-4-yl)amino)piperidine-2,6-dione